FC(C1=NC(=CC=C1OC[C@](CC(C)C)(N)C)C1=NC=NC(=C1)C)F (S)-1-((2-(difluoromethyl)-6-(6-methylpyrimidin-4-yl)pyridin-3-yl)oxy)-2,4-dimethylpentan-2-amine